N1=NC=CC2=CC(=CC=C12)C1=CNC=2N=C(N=CC21)NC2CCC(CC2)OCCO 2-(((1r,4r)-4-((5-(cinnolin-6-yl)-7H-pyrrolo[2,3-d]pyrimidin-2-yl)amino)cyclohexyl)oxy)ethan-1-ol